di-secamyl-phenol C(C)(CCC)C=1C(=C(C=CC1)O)C(C)CCC